N-[(2,3-dihydrofuro[2,3-c]pyridin-4-yl)methyl]-3,5-difluoro-4-methoxybenzamide O1CCC=2C1=CN=CC2CNC(C2=CC(=C(C(=C2)F)OC)F)=O